N2-[4-[[(2R,5S)-2,5-dimethylpiperazin-1-yl]methyl]phenyl]-N4-[2-(6-methyl-2-pyridyl)pyrimidin-4-yl]pyrimidine-2,4-diamine C[C@H]1N(C[C@@H](NC1)C)CC1=CC=C(C=C1)NC1=NC=CC(=N1)NC1=NC(=NC=C1)C1=NC(=CC=C1)C